(4-amino-7-fluoro-1,3-dihydrofuro[3,4-c]quinolin-8-yl)((3R,5S)-3-methyl-5-(5-(trifluoromethoxy)-2-pyridinyl)-4-morpholinyl)methanone NC1=NC=2C=C(C(=CC2C2=C1COC2)C(=O)N2[C@@H](COC[C@@H]2C2=NC=C(C=C2)OC(F)(F)F)C)F